C(CCCCC)OC=1C(C(=O)O)=CC=CC1.OC1=C(C(=O)OCCCCCC)C=CC=C1 HEXYL 2-hydroxybenzoate (HEXYL SALICYLATE)